O1C(OCC1)C1=C(C=CC=C1)P(C1=CC=CC=C1)C1=CC=CC=C1 (1,3-dioxolan-2-yl)triphenylphosphine